[Si](C)(C)(C(C)(C)C)OCCN1N=CC(=C1)N 1-(2-((tert-butyldimethylsilyl)oxy)ethyl)-1H-pyrazol-4-amine